3-Amino-8-cyano-N-propylimidazo[1,2-a]pyridine-2-carboxamide NC1=C(N=C2N1C=CC=C2C#N)C(=O)NCCC